C(CCC#C)(=O)NCCOCCOCCOCCOCCC(=O)OCCCC butyl 1-(pent-4-ynamido)-3,6,9,12-tetraoxapentadecan-15-oate